FC(C(=O)O)(F)F.FC1=C(C=C(C=C1)CN)O[C@@H]1CN(C[C@H](C1)C1=CC=CC=C1)S(=O)(=O)C trans-(4-Fluoro-3-((1-(methylsulfonyl)-5-phenylpiperidin-3-yl)oxy)phenyl)Methanamine 2,2,2-trifluoroacetate